FC(C(=O)O)(F)F.FC=1C=C(C=C(C1)C(F)(F)F)NC1=NC=C(C(=N1)NN1C(OC2=C1C=CC=C2)=O)C [2-(3-fluoro-5-trifluoromethyl-phenylamino)-5-methyl-pyrimidin-4-ylamino]-3H-benzooxazol-2-one trifluoroacetate salt